C1(CC1)C([C@@H](C(=O)NC1=NC(=C(C=C1)C=1C(=[N+](C=C(C1)OC)[O-])C)F)NC(=O)C=1N(N=CC1)C(C)C)C1CC1 N-[(1S)-1-(dicyclopropylmethyl)-2-[[6-fluoro-5-(5-methoxy-2-methyl-1-oxido-pyridin-1-ium-3-yl)-2-pyridyl]amino]-2-oxo-ethyl]-2-isopropyl-pyrazole-3-carboxamide